FCCCN1CC(C1)N(C=1C=NC(=CC1)[C@H]1N([C@@H](CC2=C3C(=CC=C12)NN=C3)C)CC(F)(F)F)C N-(1-(3-fluoropropyl)azetidin-3-yl)-N-methyl-6-((6S,8R)-8-methyl-7-(2,2,2-trifluoroethyl)-6,7,8,9-tetrahydro-3H-pyrazolo[4,3-f]isoquinolin-6-yl)pyridin-3-amine